[2-fluoro-5-(2-oxoethyl)phenyl]acetic acid FC1=C(C=C(C=C1)CC=O)CC(=O)O